COS(=O)(=O)[O-].C(CCC)N1C=[N+](C=C1)C 1-butyl-3-methylimidazolium methylsulfate